(S)-2-((1-(8,8-difluoro-2-(2-methylazetidin-1-yl)-5,6,7,8-tetrahydroquinazolin-4-yl)azetidin-3-yl)oxy)-1-(piperazin-1-yl)ethan-1-one FC1(CCCC=2C(=NC(=NC12)N1[C@H](CC1)C)N1CC(C1)OCC(=O)N1CCNCC1)F